C(=O)(OC(C)(C)C)N(NCC1=CC=C(C(=O)NC(C)C)C=C1)C1=CC2=CC=C(C=C2C=C1)OC 4-((2-Boc-2-(6-methoxy-2-naphthyl)hydrazino)methyl)-N-isopropylbenzamide